BrC=1C=C2C(=CC1)C(N(CC21CC1)CC(=O)OC)=O methyl 2-(6-bromo-1-oxo-spiro[3H-isoquinoline-4,1'-cyclopropane]-2-yl)acetate